2-[5-Methyl-3-(trifluoromethyl)-1H-pyrazol-1-yl]-1-(4-{4-[(SR)-5-phenyl-4,5-dihydro-1,2-oxazol-3-yl]-1,3-thiazol-2-yl}piperidin-1-yl)ethanone CC1=CC(=NN1CC(=O)N1CCC(CC1)C=1SC=C(N1)C1=NO[C@@H](C1)C1=CC=CC=C1)C(F)(F)F |r|